ClC=1N=NC(=CC1OC)OC(F)F 3-Chloro-6-(difluoromethoxy)-4-methoxypyridazine